ClC=1C=C2C(=NC(N3C2=C(C1C1=C(C=C(C=C1)F)F)SCC3)=O)N3[C@H](CN(CC3)C(\C=C\C(F)F)=O)C 9-chloro-7-((S)-4-((E)-4,4-difluorobut-2-enoyl)-2-methylpiperazin-1-yl)-10-(2,4-difluorophenyl)-2,3-dihydro-5H-[1,4]thiazino[2,3,4-ij]quinazolin-5-one